N1C(C=CC2=CC=CN=C12)=O 1,8-NAPHTHYRIDIN-2-ON